2-cyano-2,3-dimethylsuccinic acid C(#N)C(C(=O)O)(C(C(=O)O)C)C